3-(4-(2-(4-(3-chloro-2-hydroxypropoxy)-3-methylphenyl)propan-2-yl)-2-methylphenoxy)propane-1,2-diol ClCC(COC1=C(C=C(C=C1)C(C)(C)C1=CC(=C(OCC(CO)O)C=C1)C)C)O